CCC(=O)C1=CC=CC=C1 methyl-acetophenone